butyl (2S)-2-{[(4-{3-[2-(2,2-difluoroethyl)-3-fluoroanilino]-4-oxo-4,5,6,7-tetrahydro-1H-pyrrolo[3,2-c]pyridin-2-yl}pyridin-3-yl)oxy]methyl}morpholine-4-carboxylate FC(CC1=C(NC2=C(NC3=C2C(NCC3)=O)C3=C(C=NC=C3)OC[C@@H]3CN(CCO3)C(=O)OCCCC)C=CC=C1F)F